4-(2,3-Difluoro-4-methyl-phenyl)-1-((4aR,6R,7R,8R,8aR)-7-methoxy-2,2-dimethyl-6-(prop-2-yn-1-yl)hexahydropyrano[3,2-d][1,3]dioxin-8-yl)-1H-1,2,3-triazole FC1=C(C=CC(=C1F)C)C=1N=NN(C1)[C@@H]1[C@H]([C@H](O[C@H]2[C@@H]1OC(OC2)(C)C)CC#C)OC